ClC=1C=NC=C(C1[C@@H](C)OC=1C=C2C(=NN(C2=CC1)C1OCCCC1)C1=CC=C(N=N1)N1CC(C1)(CCS(=O)(=O)C)NC(OC(C)(C)C)=O)Cl tert-butyl N-[1-[6-[5-[(1R)-1-(3,5-Dichloro-4-pyridyl)ethoxy]-1-tetrahydropyran-2-yl-indazol-3-yl]pyridazin-3-yl]-3-(2-methylsulfonylethyl)azetidin-3-yl]carbamate